2-Chloro-3-[[7-(5-chloro-6-oxo-1,6-dihydropyridazin-4-yl)-5H,6H,7H,8H-pyrido[3,4-d]pyrimidin-4-yl]oxy]benzonitrile ClC1=C(C#N)C=CC=C1OC=1C2=C(N=CN1)CN(CC2)C=2C=NNC(C2Cl)=O